methylene-(4-methoxyphenyl)ethanone oxime C=CC(=NO)C1=CC=C(C=C1)OC